C(CC)N N-propyl-amine